N4-(benzo[d]oxazol-2(3H)-on-5-yl)-N2-[2-(8-methyl-8-aza-bicyclo[3.2.1]oct-3-yl)aminopyridin-5-yl]-5-methylpyrimidine-2,4-diamine O1C(NC2=C1C=CC(=C2)NC2=NC(=NC=C2C)NC=2C=CC(=NC2)NC2CC1CCC(C2)N1C)=O